(5R,8S)-7-(t-butoxycarbonyl)-10-oxo-7,11-diazadispiro[2.1.45.23]undecane-8-carboxylic acid C(C)(C)(C)OC(=O)N1C[C@]2(CC3(CC3)NC2=O)C[C@H]1C(=O)O